tert-butyl 2-((2S,4r)-4-(6-carbamoyl-2-fluoro-3-((S)-2-hydroxypropoxy) phenyl)-5-chloro-6-fluoro-2-phenyl-2,3-dihydrobenzofuran-2-yl)-4-hydroxy-4-methylpyrrolidine-1-carboxylate C(N)(=O)C1=CC=C(C(=C1C1=C(C(=CC2=C1C[C@](O2)(C2=CC=CC=C2)C2N(CC(C2)(C)O)C(=O)OC(C)(C)C)F)Cl)F)OC[C@H](C)O